3-Chloro-5-[(1R)-1-(5-fluoro-2-pyridyl)ethoxy]-7-[5-methyl-1-(4-piperidyl)triazol-4-yl]imidazo[1,2-a]pyridine ClC1=CN=C2N1C(=CC(=C2)C=2N=NN(C2C)C2CCNCC2)O[C@H](C)C2=NC=C(C=C2)F